5a-androstanediol C[C@@]12[C@@H](O)CC[C@H]1[C@@H]1CC[C@H]3CC(O)CC[C@]3(C)[C@H]1CC2